C(C)(C)(C)OC(=O)N1CC(CCC1)C=1SC2=C(N1)C=CC(=C2)C(N[C@H]2CCOC1=CC=CC=C21)=O 3-(6-((S)-chroman-4-ylcarbamoyl)benzo[d]thiazol-2-yl)piperidine-1-carboxylic acid tert-butyl ester